N-tert-Butoxycarbonyl-N-[[5-[4-(trifluoromethoxy)phenyl]-8-vinyl-7-quinolinyl]methyl]carbamic acid tert-butyl ester C(C)(C)(C)OC(N(CC1=CC(=C2C=CC=NC2=C1C=C)C1=CC=C(C=C1)OC(F)(F)F)C(=O)OC(C)(C)C)=O